NC(CCN(NC([C@@H](CC1CCCCC1)NC(=O)C=1NC2=CC=CC=C2C1)=O)C(CF)=O)=O N-[(1R)-2-[2-(3-Amino-3-oxo-propyl)-2-(2-fluoroacetyl)hydrazino]-1-(cyclohexylmethyl)-2-oxo-ethyl]-1H-indole-2-carboxamide